Tert-butyl 6-(4-iodo-5-methyl-3-(8-(methyl(oxetan-3-yl)amino)-5-azaspiro[3.5]nonan-5-yl)-1H-pyrazol-1-yl)-2-azaspiro[3.3]heptane-2-carboxylate IC=1C(=NN(C1C)C1CC2(CN(C2)C(=O)OC(C)(C)C)C1)N1C2(CCC2)CC(CC1)N(C1COC1)C